1-(4-fluorophenyl)cyclobutane-1-formaldehyde FC1=CC=C(C=C1)C1(CCC1)C=O